C(C)(C)(C)C=1C=C(CCCC(=O)OCCCCCCOC(CCCC2=CC(=C(C(=C2)C(C)(C)C)O)C(C)(C)C)=O)C=C(C1O)C(C)(C)C 1,6-hexanediol-bis[3-(3,5-di-tert-butyl-4-hydroxybenzyl) propionate]